Persulfat S(=O)(=O)([O-])OOS(=O)(=O)[O-]